R-glycerate C([C@H](O)CO)(=O)[O-]